NC=1C(=C(C(=CC1)F)NC=1C(=C2C(N(C=NC2=CC1)C)=O)Cl)Cl 6-((3-amino-2-chloro-6-fluorophenyl)amino)-5-chloro-3-methyl-quinazolin-4(3H)-one